CCCC1=CC=C[CH]1.CCCC1=CC=C[CH]1.CCCC1=CC=C[CH]1.[La] tris(i-propylcyclopentadienyl)lanthanum